ClC(=O)OC1=CC=C(C=C1)[N+](=O)[O-] 4-nitrophenyl chloroformate